2-ethoxyquinazolin-5-ol C(C)OC1=NC=2C=CC=C(C2C=N1)O